3-((4-ethylphenyl)sulfonyl)-4-(1H-pyrazol-1-yl)-6-(trifluoromethoxy)quinoline C(C)C1=CC=C(C=C1)S(=O)(=O)C=1C=NC2=CC=C(C=C2C1N1N=CC=C1)OC(F)(F)F